OC1=C(C(=O)C2=CC=CC=C2)C=C(C(=C1)O)/C=N/C1=CC=C(C=C1)OC (E)-2,4-dihydroxy-5-((4-methoxyphenyl-imino)methyl)benzophenone